NC(=O)C1CCN(CC1)C1=NC(=NC(=C1)NCC1=CC=C(C=C1)S(=O)(=O)C)NC=1SC(=C(N1)C)C(=O)OCC 2-[[4-[4-(aminocarbonyl)-1-piperidinyl]-6-[[[4-(methylsulfonyl)phenyl]methyl]amino]-2-pyrimidinyl]amino]-4-methyl-5-thiazolecarboxylic acid, ethyl ester